CC(CC(=O)O[C@H]1C(O[C@@H]([C@H]([C@@H]1OC(CC(CC)C)=O)OC(CC(CC)C)=O)COC(CC(CC)C)=O)O)CC (3R,4S,5R,6R)-2-hydroxy-6-(((3-methylpentanoyl)oxy)methyl)tetrahydro-2H-pyran-3,4,5-triyl tris(3-methylpentanoate)